OC1=CC=C(C=C1)CCC(=O)NC1=C(C(=O)O[C@@H](CNC)[C@@H](O)[C@H](O)[C@H](O)CO)C=CC=C1 N-methylglucamine 2-(3-(p-hydroxyphenyl)-propionamido)-benzoate